(2S)-2-(tert-butoxycarbonylamino)-3-methoxy-3-methyl-butanoic acid C(C)(C)(C)OC(=O)N[C@H](C(=O)O)C(C)(C)OC